N1CC(CCC1)C(C)=O 1-(3-piperidyl)ethanone